2-(butylsulfinyl)-4-phenyl-6-(thiazol-2-yl)thieno[2,3-b]pyridin-3-amine C(CCC)S(=O)C1=C(C=2C(=NC(=CC2C2=CC=CC=C2)C=2SC=CN2)S1)N